7-(3-(4-(Trifluoromethoxy)phenyl)propyl)-2-thia-7-azaspiro[3.5]nonane 2,2-dioxide FC(OC1=CC=C(C=C1)CCCN1CCC2(CS(C2)(=O)=O)CC1)(F)F